methyl 3-(3-(5-((3-(2,6-dichlorophenyl)-5-isopropylisoxazol-4-yl) methoxy) pyrazin-2-yl)-3-hydroxycyclobutyl)-5-methylbenzoate ClC1=C(C(=CC=C1)Cl)C1=NOC(=C1COC=1N=CC(=NC1)C1(CC(C1)C=1C=C(C(=O)OC)C=C(C1)C)O)C(C)C